acryloylthiomethyl-3,6-dithiaoctane C(C=C)(=O)SCCCSCCSCC